6-benzyl-2-methanesulfonyl-8-methyl-5-[2-(triisopropylsilyl)ethynyl]pyrido[2,3-d]pyrimidin-7-one C(C1=CC=CC=C1)C1=C(C2=C(N=C(N=C2)S(=O)(=O)C)N(C1=O)C)C#C[Si](C(C)C)(C(C)C)C(C)C